2-Chloro-N-((3R,4S)-6-chloro-7-fluoro-4-hydroxychroman-3-yl)-6-(3-(difluoromethoxy)azetidin-1-yl)pyridine-4-sulfonamide ClC1=NC(=CC(=C1)S(=O)(=O)N[C@@H]1COC2=CC(=C(C=C2[C@@H]1O)Cl)F)N1CC(C1)OC(F)F